FC1=C(C=CC(=C1)C(C(F)(F)F)(C(F)(F)F)O)C=1C=CC(=NC1)C=O 5-(2-fluoro-4-(1,1,1,3,3,3-Hexafluoro-2-hydroxypropan-2-yl)phenyl)pyridinecarbaldehyde